5-methylnonamethylenediamine CC(CCCCN)CCCCN